(S,E)-3-((3-(3-(2-(4-(dimethylamino)-N-methylbut-2-enamido)propanamido)propoxy)phenyl)amino)-6-ethyl-5-methylpyrazine-2-carboxamide CN(C/C=C/C(=O)N(C)[C@H](C(=O)NCCCOC=1C=C(C=CC1)NC=1C(=NC(=C(N1)C)CC)C(=O)N)C)C